Benzyl (2S)-2-(cyanomethyl)-4-(2-(3-(dimethylamino)-4-methoxypyrrolidin-1-yl)-7-(((trifluoromethyl)sulfonyl)oxy)-5,6-dihydroquinazolin-4-yl)piperazine-1-carboxylate C(#N)C[C@@H]1N(CCN(C1)C1=NC(=NC=2C=C(CCC12)OS(=O)(=O)C(F)(F)F)N1CC(C(C1)OC)N(C)C)C(=O)OCC1=CC=CC=C1